1,5-dimethyl-4-[2-methyl-4-(2-methyl-1,3-oxazol-5-yl)benzenesulfonyl]-1,2,3,4-tetrahydroquinoxaline CN1CCN(C2=C(C=CC=C12)C)S(=O)(=O)C1=C(C=C(C=C1)C1=CN=C(O1)C)C